BrC(C(=O)NC1=NC=C(C=C1)OC1=C(C=C(C=C1)C=1N=C(SC1)C)F)C 2-bromo-N-(5-(2-fluoro-4-(2-methylthiazol-4-yl)phenoxy)pyridin-2-yl)propanamide